(R)-tert-butyl 1-(4-fluorophenyl)-4a-(2-(trimethylsilyl) thiazole-4-carbonyl)-4a,5,7,8-tetrahydro-1H-pyrazolo[3,4-g]isoquinoline-6(4H)-carboxylate FC1=CC=C(C=C1)N1N=CC2=C1C=C1CCN(C[C@]1(C2)C(=O)C=2N=C(SC2)[Si](C)(C)C)C(=O)OC(C)(C)C